6-chloro-N-(5-cyano-4-(2-fluorophenyl)thiazol-2-yl)nicotinamide ClC1=NC=C(C(=O)NC=2SC(=C(N2)C2=C(C=CC=C2)F)C#N)C=C1